CC1=CC=CC(=N1)NC(C1=CC(=CC(=C1)C(F)(F)F)C=1C=NC=CC1C)=O N-(6-methylpyridin-2-yl)-3-(4-methylpyridin-3-yl)-5-(trifluoromethyl)benzamide